5-methyl-N2-(4-(4-methylpiperazin-1-yl)phenyl)-N4-(quinoxalin-6-yl)pyrimidine-2,4-diamine CC=1C(=NC(=NC1)NC1=CC=C(C=C1)N1CCN(CC1)C)NC=1C=C2N=CC=NC2=CC1